O1CC(C1)NC(O[C@@H]1CC[C@H](CC1)C(N(CC12CCC(CC1)(CC2)C2=CC(=C(C=C2)OC)C)C2=NC=CC(=C2)C2=CN=C(S2)C(C)C)=O)=O 4-((4-(2-Isopropylthiazol-5-yl)pyridin-2-yl)((4-(4-methoxy-3-methylphenyl)bicyclo[2.2.2]octan-1-yl)methyl)carbamoyl)(trans-cyclohexyl) oxetan-3-ylcarbamate